C(CCCCCCCCCCC)(=O)O[C@@H](COC(CCCCN\C(=N/C(OC(C)(C)C)=O)\NC(=O)OC(C)(C)C)=O)COC(CCCCCCCCCCC)=O (R,E)-6-((tert-Butoxycarbonyl)amino)-2,2-dimethyl-4,12-dioxo-3,13-dioxa-5,7-diazahexadec-5-ene-15,16-diyl di-dodecanoate